(5S,7R)-5-(but-3-yn-1-yl)-2,2,7-trimethyl-7,8-dihydro-4H,5H-pyrano[4,3-d][1,3]dioxin-4-one C(CC#C)[C@@H]1O[C@@H](CC=2OC(OC(C21)=O)(C)C)C